(2R,3R,4S)-2-[2-chloro-6-[[(1R)-5-chloroindan-1-yl]amino]purin-9-yl]tetrahydrothiophene-3,4-diol ClC1=NC(=C2N=CN(C2=N1)[C@@H]1SC[C@H]([C@H]1O)O)N[C@@H]1CCC2=CC(=CC=C12)Cl